3-fluorobenzohydrazide FC=1C=C(C(=O)NN)C=CC1